N-cyclohexyl-5-((4-fluoropyridin-2-yl)ethynyl)-1H-pyrrolo[2,3-b]Pyridin-4-amine C1(CCCCC1)NC=1C2=C(N=CC1C#CC1=NC=CC(=C1)F)NC=C2